(7R)-7-[(2S)-1,4-dioxan-2-ylmethyl]-3-[(3-fluoro-2-methoxyphenyl)amino]-2-(2-methylpyrimidin-4-yl)-1H,5H,6H,7H-pyrrolo[3,2-c]pyridin-4-one O1[C@H](COCC1)C[C@H]1C2=C(C(NC1)=O)C(=C(N2)C2=NC(=NC=C2)C)NC2=C(C(=CC=C2)F)OC